2-(3-(diphenylphosphaneyl)phenoxy)-9H-carbazole C1(=CC=CC=C1)P(C=1C=C(OC2=CC=3NC4=CC=CC=C4C3C=C2)C=CC1)C1=CC=CC=C1